C(C)S(=O)(=O)C1=NN2C(N=CC=C2C2=CC(=CC=C2)C(F)(F)F)=C1C1=NC=2C(=NC=C(C2)C(F)(F)F)N1C 2-(2-(ethylsulfonyl)-7-(3-(trifluoromethyl)phenyl)pyrazolo[1,5-a]pyrimidin-3-yl)-3-methyl-6-(trifluoromethyl)-3H-imidazo[4,5-b]pyridine